C(C1=CC=CC=C1)(=O)[Ge](C)(C)C Benzoyl-Trimethylgermanium